COC=1C(=NC(=NC1N1CCOCC1)C1=CC(=CC=C1)N1N=CC=C1)N1CC(N(CC1)C)=O 4-[5-methoxy-6-morpholino-2-(3-pyrazol-1-ylphenyl)pyrimidin-4-yl]-1-methyl-piperazin-2-one